OCCO[C@@H](CN1C(N(C(C2=C1SC(=C2C)C=2OC=CN2)=O)C(C(=O)O)(C)C)=O)C2=CC=CC=C2 2-[1-[(2R)-2-(2-hydroxyethoxy)-2-phenylethyl]-5-methyl-6-(1,3-oxazol-2-yl)-2,4-dioxo-1H,2H,3H,4H-thieno[2,3-d]pyrimidin-3-yl]-2-methylpropanoic acid